ClC=1C=CC(=NC1C)C1=NN(C=C1C1=C2C(=NC(=C1)C)NN=C2)C 4-(3-(5-chloro-6-methylpyridin-2-yl)-1-methyl-1H-pyrazol-4-yl)-6-methyl-1H-pyrazolo[3,4-b]pyridine